Pyrogallolamin C=1(O)C(O)=C(O)C(=CC1)N